CNC(OC1=CC2=CC=C(C(=C2C(=C1)C1=C(C=2N=C(N=C(C2C=N1)N1CCOCCC1)OC[C@]12CCCN2C[C@@H](C1)F)F)C#C)F)=O 5-ethynyl-6-fluoro-4-(8-fluoro-2-(((2R,7aS)-2-fluorotetrahydro-1H-pyrrolizin-7a(5H)-yl)methoxy)-4-(1,4-oxazepan-4-yl)pyrido[4,3-d]pyrimidin-7-yl)naphthalen-2-yl methylcarbamate